C(#N)C=1C=C(C=C(C1)C1(CC(C1)CC#N)C1=NN=CN1C)NC(=O)C1=CC(=C2C(=N1)C=CN2)CN2C[C@H](CCC2)C (S)-N-(3-cyano-5-(3-(cyanomethyl)-1-(4-methyl-4H-1,2,4-triazol-3-yl)cyclobutyl)phenyl)-7-((3-methylpiperidin-1-yl)methyl)-1H-pyrrolo[3,2-b]pyridine-5-carboxamide